1-(2-(4-(2-(3,4-dimethoxyphenyl)-3-(2,2,2-trifluoroethyl)-1H-indol-5-yl)piperidin-1-yl)-2-oxoethyl)-N,N-dimethylpiperidine-3-carboxamide COC=1C=C(C=CC1OC)C=1NC2=CC=C(C=C2C1CC(F)(F)F)C1CCN(CC1)C(CN1CC(CCC1)C(=O)N(C)C)=O